FC(C(=O)C1=CC=C(C=C1)CCCCCCC)(F)F 2,2,2-trifluoro-1-(4-heptylphenyl)ethan-1-one